ClC=1C=C(C=CC1OCC1=NC=CC=C1)NC1=NC(=NC2=CC(=C(C=C12)N)OCC)C N4-(3-chloro-4-(pyridin-2-ylmethoxy)phenyl)-7-ethoxy-2-methylquinazoline-4,6-diamine